(E)-1-(2-(tert-butoxycarbonyl)aminomethyl-3-fluoroallyl)-N-ethyl-1H-pyrrole-3-carboxamide C(C)(C)(C)OC(=O)NC/C(/CN1C=C(C=C1)C(=O)NCC)=C\F